(2,6-dichlorophenyl)-2-((3-fluoro-5-methyl-4-(1-methylpiperidin-4-yl)phenyl)amino)-8,9-dihydroimidazo[1,2-a]pyrimido[5,4-e]pyrimidin-5(6H)-one ClC1=C(C(=CC=C1)Cl)C1=NC(=NC2=C1C(NC=1N2CCN1)=O)NC1=CC(=C(C(=C1)C)C1CCN(CC1)C)F